FC1=C(C(=C(C(=C1F)C(F)(F)F)F)F)S(=O)(=O)Cl 2,3,5,6-tetrafluoro-4-(trifluoromethyl)benzenesulfonyl chloride